NCCCOCC(CO)O 3-(3-aminopropoxy)propane-1,2-diol